sulfhydryl-triethylenetetramine SNCCNCCNCCN